(methoxycarbonyl)-5-(2-(4-(trifluoromethyl)phenyl)butyrylamino)-3-methylthiophene-2-carboxylic acid COC(=O)C=1C(=C(SC1NC(C(CC)C1=CC=C(C=C1)C(F)(F)F)=O)C(=O)O)C